2'-((ethane-1,1-diylbis(6-methoxy-4-methyl-2,1-phenylene))bis(oxy))diacetic amide C(C)(C1=C(C(=CC(=C1)C)OC)OCC(=O)N)C1=C(C(=CC(=C1)C)OC)OCC(=O)N